CN(C[C@@H](N)C1=CC=CC=C1)C (1S)-N2,N2-dimethyl-1-phenylethane-1,2-diamine